NC1=C(C(=NC=C1)N1N=CC(=C1)C(F)(F)F)S(=O)(=O)N=CN(C)C amino-N-[(dimethylamino)methylidene]-2-[4-(trifluoromethyl)-1H-pyrazol-1-yl]-pyridine-3-sulfonamide